[2H]C(CCN[C@H](C)C1=CC=CC=C1)(O)C1=CC=C(C=C1)OC(F)(F)F 1-deuterio-3-[[(1R)-1-phenylethyl]amino]-1-[4-(trifluoromethoxy)phenyl]-propan-1-ol